CC(C)(C)[O-].[Ce+3].CC(C)(C)[O-].CC(C)(C)[O-] cerium (III) t-butoxide